ClC=1C=CC2=C(N(C(=N2)NC(CC(C)(C)C)=O)C2CCC2)C1C#N N-(6-chloro-7-cyano-1-cyclobutyl-1H-benzo[d]imidazol-2-yl)-3,3-dimethylbutyramide